FC1=C(C=C(C=C1)F)[C@@H]1N(CCC1)C1=NC=2N(C=C1)N=CC2C2=CC=CC(=N2)N2CCN(CC2)CC=2C=C1CN(C(C1=C(C2)F)=O)C2CNCCC2 3-(5-((4-(6-(5-((R)-2-(2,5-difluorophenyl)pyrrolidin-1-yl)pyrazolo[1,5-a]pyrimidin-3-yl)pyridin-2-yl)piperazin-1-yl)methyl)-7-fluoro-1-oxoisoindoline-2-yl)piperidine